N-(3,5'-dimethyl-[2,3'-bipyridin]-5-yl)-4-(2-methyl-6,7-dihydropyrazolo[1,5-a]pyrimidin-4(5H)-yl)-4-oxobutanamide CC=1C(=NC=C(C1)NC(CCC(=O)N1C=2N(CCC1)N=C(C2)C)=O)C=2C=NC=C(C2)C